Br.COC1=C2C(=C(N=C1)N1N=C(N=C1)C)NC=C2C(C(=O)N2CCNCC2)=O 1-(4-methoxy-7-(3-methyl-1H-1,2,4-triazol-1-yl)-1H-pyrrolo[2,3-c]pyridin-3-yl)-2-(piperazin-1-yl)ethane-1,2-dione hydrobromide